C1=CC=CC=2C3=CC=CC=C3N(C12)C1=CC=C(C=C1)C1=C(C(=C(C(=C1C1=CC=C(C=C1)N1C2=CC=CC=C2C=2C=CC=CC12)C1=CC(=NC(=C1)C1=CC=CC=C1)C1=CC=CC=C1)C1=CC=C(C=C1)N1C2=CC=CC=C2C=2C=CC=CC12)C1=CC=C(C=C1)N1C2=CC=CC=C2C=2C=CC=CC12)C#N 4',5'-bis(4-(9H-carbazol-9-yl)phenyl)-4,4''-di(9H-carbazol-9-yl)-6'-(2,6-diphenylpyridin-4-yl)-[1,1':2',1''-terphenyl]-3'-carbonitrile